2-amino-8-(benzyloxy)-9-((2R,3R,5S)-3-hydroxy-5-(hydroxymethyl)tetrahydrofuran-2-yl)-1,9-dihydro-6H-purin-6-one NC=1NC(C=2N=C(N(C2N1)[C@@H]1O[C@@H](C[C@H]1O)CO)OCC1=CC=CC=C1)=O